N-(4-cyclohexylphenyl)-5-(dimethylsulfamoyl)-2-[(1-methyl-1H-tetrazol-5-yl)sulfanyl]benzamide C1(CCCCC1)C1=CC=C(C=C1)NC(C1=C(C=CC(=C1)S(N(C)C)(=O)=O)SC1=NN=NN1C)=O